3,4-dihydro-2H-pyrimido[1,2-c]quinazolin-10-ol N=1CCCN2C=NC=3C=CC(=CC3C21)O